C[C@H]1OCCN([C@@H]1C)C=1N=C(C2=C(N1)N=CC=C2)NCC=2C(=NC=CC2)C(F)(F)F 2-((2R,3R)-2,3-dimethylmorpholino)-N-((2-(trifluoromethyl)pyridin-3-yl)methyl)pyrido[2,3-d]pyrimidin-4-amine